3-((5-Bromo-3-chloro-2-hydroxyphenyl)sulfonamido)-5-cyclopropyl-2-fluoro-N-methylbenzamide BrC=1C=C(C(=C(C1)S(=O)(=O)NC=1C(=C(C(=O)NC)C=C(C1)C1CC1)F)O)Cl